1-(3-(8-((2-fluoro-4-((7-fluoro-1-methyl-1H-benzo[d]imidazol-5-yl)oxy)-3-methylphenyl)amino)pyrimido[5,4-d]pyrimidin-2-yl)-3,6-diazabicyclo[3.2.1]octan-6-yl)prop-2-en-1-one FC1=C(C=CC(=C1C)OC1=CC2=C(N(C=N2)C)C(=C1)F)NC1=NC=NC2=C1N=C(N=C2)N2CC1CN(C(C2)C1)C(C=C)=O